N=1N=CN2C1C=C(C=C2)N [1,2,4]Triazolo[4,3-a]pyridin-7-amine